C(=O)C1=C(C=CC=C1)NC(OC)=O Methyl (2-formylphenyl)carbamate